ClC=1C=C(C(=O)NC2=C(N=CS2)C(=O)NCC2=C(C=CC=C2)C(F)(F)F)C=C(C1O)Cl 5-(3,5-dichloro-4-hydroxybenzamido)-N-(2-(trifluoromethyl)benzyl)thiazole-4-carboxamide